1-(3-amino-4-fluorobenzyl)-7-methyl-5-(1H-pyrrole-2-carbonyl)-N-(m-tolyl)-4,5,6,7-tetrahydro-1H-pyrazolo[4,3-c]Pyridine-3-carboxamide NC=1C=C(CN2N=C(C=3CN(CC(C32)C)C(=O)C=3NC=CC3)C(=O)NC=3C=C(C=CC3)C)C=CC1F